ClC(C1=NC(=NO1)C=1C=CC(=NC1)CP(NC=1C=C(C=CC1)C)(=O)C)(F)F P-((5-(5-(chlorodifluoromethyl)-1,2,4-oxadiazol-3-yl)pyridin-2-yl)methyl)-P-methyl-N-(m-tolyl)phosphinic amide